4'-heptyl-biphenyl-4-carbonitrile C(CCCCCC)C1=CC=C(C=C1)C1=CC=C(C=C1)C#N